arsenic (arsenite) [As]([O-])([O-])[O-].[As+3]